N-(3-(1H-pyrazol-4-yl)propyl)-3-((4-fluorophenyl)ethynyl)-4-(((1-(4-(trifluoromethyl)phenyl)-1H-pyrazol-3-yl)methyl)sulfonyl)benzamide N1N=CC(=C1)CCCNC(C1=CC(=C(C=C1)S(=O)(=O)CC1=NN(C=C1)C1=CC=C(C=C1)C(F)(F)F)C#CC1=CC=C(C=C1)F)=O